N-(3-(hydroxymethyl)phenyl)-2-(7-methoxy-9H-carbazol-2-yl)acetamide OCC=1C=C(C=CC1)NC(CC1=CC=2NC3=CC(=CC=C3C2C=C1)OC)=O